C1(CCC2=CC=CC=C12)C(SCCCC)=O S-butyl 2,3-dihydro-1H-indene-1-carbothioate